C(N)(=N)N1CCC(=CC1)C1=C(C=C(C(=O)NC2=CC(=C(C(=C2)F)C=2CCN(CC2)C(N)=N)F)C=C1)F 4-(1-carbamimidoyl-1,2,3,6-tetrahydro-pyridin-4-yl)-N-[4-(1-carbamimidoyl-1,2,3,6-tetrahydro-pyridin-4-yl)-3,5-difluoro-phenyl]-3-fluoro-benzamide